FC(OC=1C=C(C=CC1F)C=1C=C(C=NC1)CN1C(O[C@@H](C1)C(C)C)=O)F |r| (R/S)-3-[[5-[3-(Difluoromethoxy)-4-fluoro-phenyl]-3-pyridyl]methyl]-5-isopropyl-oxazolidin-2-one